6,6-bis(((Z)-non-2-en-1-yl)oxy)hexanoic acid C(\C=C/CCCCCC)OC(CCCCC(=O)O)OC\C=C/CCCCCC